C1(=CC=CC=C1)N1C(=NC2=C1C=CC=1C=3C=CC=CC3C=CC12)C1=CC=C(CO)C=C1 4-(N-phenylphenanthroimidazolyl)-benzyl alcohol